tert-Butyl 4-hydroxy-6-(prop-1-en-2-yl)-2-azabicyclo[2.2.1]heptane-2-carboxylate OC12CN(C(C(C1)C(=C)C)C2)C(=O)OC(C)(C)C